Cl.NCC1=CC=C(S1)C(CSC=1C2=C(N=C(N1)C(F)F)N=CC(=C2)OC)=O 1-(5-(aminomethyl)thiophen-2-yl)-2-((2-(difluoromethyl)-6-methoxypyrido[2,3-d]pyrimidin-4-yl)thio)ethan-1-one hydrochloride